Methyl ((4-methoxyphenyl) sulfonyl)-D-alaninate COC1=CC=C(C=C1)S(=O)(=O)N[C@H](C)C(=O)OC